C(#N)C=1C=C(C=NC1)C1=CC(=C(C=C1)NC(C(C)(C)C=1N=C(SC1)NS(=O)(=O)C1CC1)=O)C(C)C N-(4-(5-cyanopyridin-3-yl)-2-isopropylphenyl)-2-(2-(cyclopropanesulfonamido)thiazol-4-yl)-2-methylpropanamide